COC(=O)N1CC(C1)(C)C=1N(C2=CC=CC(=C2C1C1=CC=C(C=C1)C(=O)OC)OCC1=CC=CC=C1)C1=CC=C(C=C1)F 3-[4-benzyloxy-1-(4-fluorophenyl)-3-(4-methoxycarbonylphenyl)indol-2-yl]-3-methyl-azetidine-1-carboxylic acid methyl ester